C(#N)C1=CC(=C(COC2=CC=CC(=N2)C2CCN(CC2)[C@@H]2C=3N(CCCC2)C2=C(N3)C=CC(=C2)C(=O)O)C=C1)F (S)-6-(4-(6-((4-cyano-2-fluorobenzyl)oxy)pyridin-2-yl)piperidin-1-yl)-7,8,9,10-tetrahydro-6H-benzo[4,5]imidazo[1,2-a]azepine-2-carboxylic acid